methyltrin-propoxysilane C[Si](OCCC)(OCCC)OCCC